triazonan N1NNCCCCCC1